FC1(C2CN(CC12)C(=O)C=1C=NN2C1CN(CC2)C(=O)OC(C)(C)C)F tert-butyl 3-{6,6-difluoro-3-azabicyclo[3.1.0]hexane-3-carbonyl}-4H,5H,6H,7H-pyrazolo[1,5-a]pyrazine-5-carboxylate